CC=1C(=NC=C(C1)NC(C(=O)N([C@H](C)C1=NC=CC=N1)CC1=NC=C(C=C1)C=1C=NN(C1)C)=O)NC(OC(C)(C)C)=O tert-butyl (R)-(3-methyl-5-(2-(((5-(1-methyl-1H-pyrazol-4-yl)pyridin-2-yl)methyl)(1-(pyrimidin-2-yl)ethyl)amino)-2-oxoacetamido)pyridin-2-yl)carbamate